methyl (Z)-3-(3-(benzyloxy)phenyl)-3-cyclopropyl-2-methylacrylate C(C1=CC=CC=C1)OC=1C=C(C=CC1)\C(=C(/C(=O)OC)\C)\C1CC1